tert-Butyl (1R*,5S*)-6-oxa-3-azabicyclo[3.1.0]hexane-3-carboxylate [C@H]12CN(C[C@@H]2O1)C(=O)OC(C)(C)C |o1:0,4|